6-(Benzylamino)-8-methoxy-1-methyl-1,4-dihydroquinoxaline-2,3-dione C(C1=CC=CC=C1)NC=1C=C2NC(C(N(C2=C(C1)OC)C)=O)=O